ethyl 4-(2'-(bis(4-methoxybenzyl) amino)-5-(dimethylcarbamoyl)-[2,3'-bipyridyl]-5'-yl)-1H-pyrrolo[2,3-b]pyridine-2-carboxylate COC1=CC=C(CN(C2=NC=C(C=C2C2=NC=C(C=C2)C(N(C)C)=O)C2=C3C(=NC=C2)NC(=C3)C(=O)OCC)CC3=CC=C(C=C3)OC)C=C1